5,5-difluoro-1-(benzenesulfonyl)-3-(trifluoromethyl)-1,5,6,7-tetrahydro-4H-indol-4-one FC1(C(C=2C(=CN(C2CC1)S(=O)(=O)C1=CC=CC=C1)C(F)(F)F)=O)F